1-undecyl-1-ethylpyrrolidinium triflate salt [O-]S(=O)(=O)C(F)(F)F.C(CCCCCCCCCC)[N+]1(CCCC1)CC